5-{5-Chloro-2-[5-(2,2,2-trifluoro-ethoxy)-quinoline-8-sulfonylamino]-phenylethynyl}-4-methoxy-pyridine-2-carboxylic acid ClC=1C=CC(=C(C1)C#CC=1C(=CC(=NC1)C(=O)O)OC)NS(=O)(=O)C=1C=CC(=C2C=CC=NC12)OCC(F)(F)F